N-(1-(2,6-dimethoxyphenyl)-2-(6-ethoxypyridin-2-yl)-1H-imidazo[4,5-b]pyrazin-6-yl)pyridine-3-sulfonamide COC1=C(C(=CC=C1)OC)N1C(=NC=2C1=NC(=CN2)NS(=O)(=O)C=2C=NC=CC2)C2=NC(=CC=C2)OCC